4,7-dimethyl-3-(1-methylpiperidin-4-yl)imidazo[1,5-a]quinazolin-5(4H)-one CN1C=2N(C3=CC=C(C=C3C1=O)C)C=NC2C2CCN(CC2)C